COC1=CC=C2C(C[C@](OC2=C1)(C(=O)OC)C#CC1=CC=CC=C1)=O methyl (R)-7-methoxy-4-oxo-2-(phenylethynyl)chromane-2-carboxylate